FC=1C=C(C=CC1OC)[C@H](CC(=O)O)NC(=O)C1CC(C1)CCC1=NC=2NCCCC2C=C1 (S)-3-(3-fluoro-4-methoxyphenyl)-3-((1R,3R)-3-(2-(5,6,7,8-tetrahydro-1,8-naphthyridin-2-yl)ethyl)cyclobutane-1-carboxamido)propionic acid